2-methylpropan-1,2,3-triol CC(CO)(CO)O